C1(=CC=CC=C1)CCC#CC=1SC=C(N1)\C=N/O (Z)-2-(4-phenylbut-1-yn-1-yl)thiazole-4-carbaldehyde oxime